BrC1=CC=C(C(=C1CCCO)F)C(F)(F)F 3-(6-bromo-2-fluoro-3-(trifluoromethyl)phenyl)propan-1-ol